(2S)-1,7,10-tribenzyl-2-(4-{2-[2-(2-ethoxyethoxy)ethoxy]ethoxy}benzyl)-4-(4-methoxybenzyl)-1,4,7,10-tetraazacyclododecan C(C1=CC=CC=C1)N1[C@H](CN(CCN(CCN(CC1)CC1=CC=CC=C1)CC1=CC=CC=C1)CC1=CC=C(C=C1)OC)CC1=CC=C(C=C1)OCCOCCOCCOCC